C[C@@H]1N(C2=CC=CC=C2[C@@H](C1)NC1CCN(CC1)C(=O)OC(C)(C)C)C(CC)=O |o1:1,9| tert-Butyl 4-(((2S*,4R*)-2-methyl-1-propionyl-1,2,3,4-tetrahydroquinolin-4-yl)amino)piperidine-1-carboxylate